CC1=NC(=NO1)C=1C=C2C(=NC=NC2=CC1)NC1CC(C1)C(=O)O (1s,3s)-3-((6-(5-methyl-1,2,4-oxadiazol-3-yl)quinazolin-4-yl)amino)cyclobutane-1-carboxylic acid